4-(4,4-difluoropiperidin-1-yl)butanoic acid FC1(CCN(CC1)CCCC(=O)O)F